Cl.FC1(CC(C1)N1C(C(=CC2=C1N=C(N=C2)N[C@@H]2CNC[C@H](C2)F)C2=C(C(=C(C(=C2)F)NS(=O)(=O)CC2=CC=CC=C2)F)F)=O)F N-(4-(8-(3,3-difluorocyclobutyl)-2-(((3S,5S)-5-fluoropiperidin-3-yl)amino)-7-oxo-7,8-dihydropyrido[2,3-d]pyrimidin-6-yl)-2,3,6-trifluorophenyl)-1-phenylmethanesulfonamide hydrochloride